N6'-(2-(1-(Cyclopropylsulfonyl)-1H-pyrazol-4-yl)pyrimidin-4-yl)-N4'-(3,3-difluorocyclobutyl)-N4'-((1s,4s)-4-((dimethylamino)methyl)cyclohexyl)-[2,3'-bipyridine]-4,4',6'-triamine C1(CC1)S(=O)(=O)N1N=CC(=C1)C1=NC=CC(=N1)NC1=CC(=C(C=N1)C1=NC=CC(=C1)N)N(C1CCC(CC1)CN(C)C)C1CC(C1)(F)F